N-[1-(difluoromethyl)cyclopropyl]pyridine-2-carboxamide FC(C1(CC1)NC(=O)C1=NC=CC=C1)F